4-chloro-5,6-dinitropyrimidin-2-amine ClC1=NC(=NC(=C1[N+](=O)[O-])[N+](=O)[O-])N